N-(5-((4-chlorobenzyl)oxy)-1,3,4-thiadiazol-2-yl)-2-(3-oxopiperazin-1-yl)nicotinamide-6-d ClC1=CC=C(COC2=NN=C(S2)NC(C2=C(N=C(C=C2)[2H])N2CC(NCC2)=O)=O)C=C1